C(C)C1=C(OCSCC=2NC(NC2)=S)C=CC=C1 4-[(2-Ethyl-phenoxymethylthio)methyl]1,3-dihydroimidazole-2-thione